C1(CCCCC1)N=CC1=NC(=NC=C1)NC(OCC1=CC=CC=C1)=O Benzyl (4-((cyclohexylimino)-methyl)pyrimidin-2-yl)carbamate